CCOCCOCC(=O)OCC ethyl 2-2-ethoxyethoxyacetate